C(=O)(O)CC1CNCCNCC(CNCCNC1)CC(=O)O bis-(carboxymethyl)-1,4,8,11-tetraazacyclotetradecane